2-(4-(4-aminoimidazo[1,5-a]quinoxalin-7-yl)-1-methyl-1H-pyrazol-5-yl)-4-chloro-6-cyclopropyloxy-3-fluorobenzonitrile NC=1C=2N(C3=CC=C(C=C3N1)C=1C=NN(C1C1=C(C#N)C(=CC(=C1F)Cl)OC1CC1)C)C=NC2